FC=1C(=NC=C(C(=O)NC)C1)OCCO 5-fluoro-6-(2-hydroxyethoxy)-N-methylnicotinamide